1-[4-(4-{[(1R)-1-phenylethyl]carbamoyl}-1H-1,2,3-triazol-1-yl)butyl]-N-{[4-(trifluoromethyl)pyridin-2-yl]methyl}-1H-1,2,3-triazole-4-carboxamide C1(=CC=CC=C1)[C@@H](C)NC(=O)C=1N=NN(C1)CCCCN1N=NC(=C1)C(=O)NCC1=NC=CC(=C1)C(F)(F)F